ClC=1C=2C(N=C3N(C2C=CC1)C1=CC(=CC=C1C3(C)C)N3CCN(CC3)CC=3C=NC(=NC3)N3CCC(CC3)C3=CC(=C(C(=C3)F)N3C(CCCC3=O)=O)F)=O (4-(1-(5-((4-(4-chloro-7,7-dimethyl-5-oxo-5,7-dihydroindolo[1,2-a]quinazolin-10-yl)piperazin-1-yl)methyl)pyrimidin-2-yl)piperidin-4-yl)-2,6-difluorophenyl)piperidine-2,6-dione